ClC=1C=C(C=NC1C=1OC=CN1)NC(=O)C=1C=NN(C1C(F)(F)F)C1=C2C=CNC(C2=CC=C1)=O N-(5-chloro-6-(oxazol-2-yl)pyridin-3-yl)-1-(1-oxo-1,2-dihydroisoquinolin-5-yl)-5-(trifluoromethyl)-1H-pyrazole-4-carboxamide